FC(C1=CC=C(C=C1)C=1C(=NC=CC1)N(C=1C=NNC1)C)(F)F [p-(trifluoromethyl)phenyl]methyl(1H-pyrazol-4-yl)-2-pyridylamine